CC1(C2=CC=CC=C2NC=2C=CC(=C(C12)C1=CC=CC=C1)C1=CC=CC=C1)C 9,10-dihydro-9,9-dimethyldiphenylacridine